ClC=1C(=C(C=C(C1)Cl)S(=O)(=O)[O-])O 3,5-Dichloro-2-hydroxybenzenesulfonate